tert-butyl N-[4-fluoro-3-({2-[(1-methyl-1H-pyrazol-4-yl)amino]-5-(2-phenylethynyl)pyrimidin-4-yl}amino)phenyl]carbamate FC1=C(C=C(C=C1)NC(OC(C)(C)C)=O)NC1=NC(=NC=C1C#CC1=CC=CC=C1)NC=1C=NN(C1)C